N-(dichlorophenyl)-2-cyclopropyl-N-(2-cyclopropyl-benzyl)-3-(difluoromethyl)-5-fluoro-1H-pyrazole-4-carboxamide ClC=1C(=C(C=CC1)N(C(=O)C=1C(N(NC1F)C1CC1)C(F)F)CC1=C(C=CC=C1)C1CC1)Cl